2-undecyloxyethyl methacrylate C(C(=C)C)(=O)OCCOCCCCCCCCCCC